FC(C=1C(=C(C=C(C1)C(F)(F)F)C1(CC(=NO1)C1=CC(=C(C(=O)OC)C=C1)C)C(F)(F)F)F)F methyl 4-[5-[3-(difluoromethyl)-2-fluoro-5-(trifluoromethyl) phenyl]-5-(trifluoromethyl)-4H-isoxazol-3-yl]-2-methyl-benzoate